C(CCCCCCCCCCC)S[Sn](C)(C)SCCCCCCCCCCCC bis(dodecylthio)dimethyl-tin